3-ethyl-2,4-dimethylpyrrole C(C)C1=C(NC=C1C)C